(S)-2-(6-(3-fluoropyrrolidin-1-yl)pyridin-3-yl)-5-(2-methylthiazol-5-yl)-4,5-dihydro-6H-imidazo[1,5-b]pyrazol-6-one F[C@@H]1CN(CC1)C1=CC=C(C=N1)C=1C=C2N(N1)C(N(C2)C2=CN=C(S2)C)=O